Cl.N[C@H](C(=O)NC1=CC(=C(C=C1)C=1C(=NOC1C)C)F)C(C1=CC=CC=C1)C1=CC=CC=C1 (S)-2-amino-N-(4-(3,5-dimethylisoxazol-4-yl)-3-fluorophenyl)-3,3-diphenylpropanamide hydrochloride